CC1C=C2C(N=N1)=NC(=N2)C(C(F)(F)F)(F)F 3-methyl-6-(pentafluoroethyl)-3H-imidazo[4,5-c]pyridazine